1-(p-chlorobenzenesulfonyloxy)-6-chloro-1H-benzotriazole ClC1=CC=C(C=C1)S(=O)(=O)ON1N=NC2=C1C=C(C=C2)Cl